tert-butyl (Z)-(3-fluoro-2-(((2-((3-hydroxypropyl)amino)benzo[d]oxazol-6-yl)oxy)methyl)allyl)carbamate F\C=C(\CNC(OC(C)(C)C)=O)/COC1=CC2=C(N=C(O2)NCCCO)C=C1